4-bromo-N-(3-fluorobenzyl)-3-nitrobenzamide BrC1=C(C=C(C(=O)NCC2=CC(=CC=C2)F)C=C1)[N+](=O)[O-]